((6S,8aS)-3,3-Dimethylhexahydro-1H-pyrrolo[2,1-c][1,4]oxazin-6-yl)methanol CC1(CN2[C@H](CO1)CC[C@H]2CO)C